C(C)(=O)N1CCC(CC1)C(=O)N1C(CC(C1)F)C(=O)NC(C1=CC=C(C=C1)C(C)C)C1=CC=CC=C1 1-(1-acetylpiperidine-4-carbonyl)-4-fluoro-N-{phenyl[4-(propan-2-yl)phenyl]methyl}pyrrolidine-2-carboxamide